NonatriaContan-2,5,8,11,14,17,20,23,26,29,32,35-Dodecaon CC(CCC(CCC(CCC(CCC(CCC(CCC(CCC(CCC(CCC(CCC(CCC(CCCC)=O)=O)=O)=O)=O)=O)=O)=O)=O)=O)=O)=O